C(C=C)C1=C(C=CC(=C1)N)N 2-allyl-1,4-phenylenediamine